3-hydrazinylidene-2,3,4,5-tetrahydro-1,2,4-triazin-5-one N(N)=C1NN=CC(N1)=O